CC1=CC2=C(C=C1)N(C=C2)CC(C)N (R,S)-1-(5-methyl-1H-indol-1-yl)propan-2-amine